C(CCCCCCCCCCCCCCC)N1C(=[N+](C=C1)C)C 1-Hexadecyl-2,3-dimethylimidazolium